6H-1,2-oxazine O1N=CC=CC1